(9Z,12Z)-N-[5-[2-[2-[[2-(dimethylamino)acetyl]amino]ethyldisulfanyl]ethylamino]-4-[[(9Z,12Z)-octadeca-9,12-dienoyl]amino]-5-oxo-pentyl]octadeca-9,12-dienamide CN(CC(=O)NCCSSCCNC(C(CCCNC(CCCCCCC\C=C/C\C=C/CCCCC)=O)NC(CCCCCCC\C=C/C\C=C/CCCCC)=O)=O)C